C(C)(C)[S] isopropylsulfur